lutidine triflate OS(=O)(=O)C(F)(F)F.N1=C(C=CC=C1C)C